2-(6-(cis-3-amino-4-hydroxypyrrolidin-1-yl)pyridin-2-yl)-4-(2-fluoro-6-methoxyphenyl)-2,3-dihydro-1H-pyrrolo[3,4-c]pyridin-1-one N[C@@H]1CN(C[C@@H]1O)C1=CC=CC(=N1)N1CC=2C(=NC=CC2C1=O)C1=C(C=CC=C1OC)F